OC1=CC=C(C=C1)N1CC2(C1)C(NC(CC2)=O)=O 2-(4-hydroxyphenyl)-2,6-diazaspiro[3.5]nonane-5,7-dione